COC1CCN(CC1)C1=NC=CC(=N1)NC=1N=CC2=C(C=CC(=C2C1)[C@@H]1N(CCC1)C(C=C)=O)N1[C@@H]([C@H](C1)C(C)(C)S(=O)(=O)C)C 1-((R)-2-(3-((2-(4-methoxypiperidin-1-yl)pyrimidin-4-yl)amino)-8-((2R,3S)-2-methyl-3-(2-(methylsulfonyl)propan-2-yl)azetidin-1-yl)isoquinolin-5-yl)pyrrolidin-1-yl)prop-2-en-1-one